4-(2-(difluoromethoxy)-6-fluorophenyl)-N-(5-((2,3-dihydro-(1,4)dioxino(2,3-b)pyridin-6-yl)methoxy)-1,3,4-thiadiazol-2-yl)-6-methylnicotinamide FC(OC1=C(C(=CC=C1)F)C1=CC(=NC=C1C(=O)NC=1SC(=NN1)OCC1=CC=C2C(=N1)OCCO2)C)F